ClC=1C(=C(C=C(C1)[N+](=O)[O-])CN1CC2CCC(C1)O2)C 3-(3-chloro-2-methyl-5-nitrophenylmethyl)-8-oxa-3-azabicyclo[3.2.1]octane